C(N)(O[C@H]1C(N(C[C@@H](C1)C)C1=NC(=NC=C1)C1=CN=C2N1C=C(C=C2)Cl)C(C)(C)C)=O tert-butyl((3R,5R)-1-(2-(6-chloroimidazo[1,2-a]pyridin-3-yl)pyrimidin-4-yl)-5-methylpiperidin-3-yl) carbamate